N=1CC(=C2C=CC=CC12)C(=O)[O-] indole-3(2H)-carboxylate